FC1=C(C=CC=C1)COC1=CN2C(=C(C=C2C=C1)C)C(=O)NC(C(=O)N)(CO)C 2-({6-[(2-fluorophenyl)methoxy]-2-methylindolizin-3-yl}formamido)-3-hydroxy-2-methylpropanamide